2-chloro-5-(2'-methyl-5'-(perfluoroethyl)-4'-(trifluoromethyl)-2'H-[1,3'-bipyrazol-yl]-4-yl)nicotinoyl chloride ClC1=C(C(=O)Cl)C=C(C=N1)C=1C=NN(C1)C=1N(N=C(C1C(F)(F)F)C(C(F)(F)F)(F)F)C